ClC1=NC=CC(=C1Cl)OC 2,3-dichloro-4-methoxy-pyridine